ClC1=C(C(=O)NC=2C=C3C=C(N(C3=CC2)C(C)C)C(=O)NC2=CC(=C(C=C2)Cl)Cl)C=C(C=C1)CNC(C(C)C)=O 5-(2-chloro-5-(isobutyrylaminomethyl)benzoylamino)-N-(3,4-dichlorophenyl)-1-isopropyl-1H-indole-2-carboxamide